(+-)-3-azabicyclo[3.1.0]hexane-1-carboxylate C12(CNCC2C1)C(=O)[O-]